C12C(CC(CC1)C2)C(C(S(=O)(=O)[O-])(F)F)(F)F 2-bicyclo[2.2.1]hept-2-yl-1,1,2,2-tetrafluoroethanesulfonate